[Si](C)(C)(C(C)(C)C)O[Si](C=C)(C)N1CCCCC1 (tert-butyldimethylsilyloxy)(piperidyl)-methyl-(vinyl)silane